6-Bromo-8-(4,4-difluoropiperidin-1-yl)-3-methylimidazo[1,2-a]pyrazine BrC=1N=C(C=2N(C1)C(=CN2)C)N2CCC(CC2)(F)F